3-[3-(hydrazinocarbonyl)-1-bicyclo[1.1.1]pentanyl]azetidine-1-carboxylic acid tert-butyl ester C(C)(C)(C)OC(=O)N1CC(C1)C12CC(C1)(C2)C(=O)NN